[Na+].P(=O)(O)(O)OC(C(=O)[O-])CO phosphoglycerate sodium salt